BrC1=C(C=NC2=CC=C(C=C12)Cl)N1CCC(CC1)OC(F)(F)F 4-bromo-6-chloro-3-[4-(trifluoromethoxy)-1-piperidinyl]quinoline